C(C)C1=CC(C2=CC(=CN=C12)C1=CC=C(C(=O)O)C=C1)C p-(3-ethyl-1-methyl-4-azainden-6-yl)benzoic acid